C(C1=CC=CC=C1)OC1=NC(=CC=C1C=1C=NC(=CC1)N1CCC(CC1)CO)OCC1=CC=CC=C1 [1-[2',6'-bis(benzyloxy)-[3,3'-bipyridyl]-6-yl]piperidin-4-yl]methanol